CC(CCN)(CC(CN)C)C 3,3,5-trimethyl-1,6-hexanediamine